1-[2-cyano-4-(trifluoromethyl)phenyl]-4-[6-(1-methyl-1H-pyrrol-2-yl)pyridin-3-yl]-N-{[(2R)-1-methylpyrrolidin-2-yl]methyl}piperidine-4-carboxamide C(#N)C1=C(C=CC(=C1)C(F)(F)F)N1CCC(CC1)(C(=O)NC[C@@H]1N(CCC1)C)C=1C=NC(=CC1)C=1N(C=CC1)C